COC1=CC=2CC=3N(C2C=C1)C(C1=C(N3)N=CC=C1)=O 9-methoxypyrido[2',3':4,5]pyrimido[1,2-a]indol-5(11H)-one